CC(C(=O)NN)(C)C 2,2-dimethylpropionyl-hydrazine